FC1=C(C(=CC=C1)OC)C=1C=C/2C(=CN1)NC(\C2=C(\C)/NC=2C=NN(C2)C2CCOCC2)=O (Z)-5-(2-Fluoro-6-methoxyphenyl)-3-(1-((1-(tetrahydro-2H-pyran-4-yl)-1H-pyrazol-4-yl)amino)ethylidene)-1H-pyrrolo[2,3-c]pyridin-2(3H)-one